C(N)(OC(C(=NNC1=CC(=C(C(=C1)Cl)OC1=CN(C(C=C1)=O)C(C)C)Cl)C#N)=O)=O 2-cyano-2-(2-(3,5-dichloro-4-((1-isopropyl-6-oxo-1,6-dihydropyridin-3-yl) oxy)phenyl)hydrazono)acetyl carbamate